COC1=C(C(=CC(=C1)C(F)(F)F)C)C1=NC=2C(=NC=C(N2)N2CC(C2)N(C(OC(C)(C)C)=O)C)N1C tert-butyl N-[1-[2-[2-methoxy-6-methyl-4-(trifluoromethyl)phenyl]-1-methyl-imidazo[4,5-b]pyrazin-5-yl]azetidin-3-yl]-N-methyl-carbamate